C(C1=CC=CC=C1)OC=1C=C(C=CC1C1(OCCO1)C)CC(C(C)C)NC=O N-(1-(3-(benzyloxy)-4-(2-methyl-1,3-dioxolan-2-yl)phenyl)-3-methyl-2-butyl)carboxamide